COC(=O)C1(CC1)NS(=O)(=O)C1=C(C=CC(=C1)OC1=C(C=C(C=C1Cl)N1N=C(C(NC1=O)=O)C(F)F)Cl)OC 1-[[5-[2,6-dichloro-4-[6-(difluoromethyl)-3,5-dioxo-1,2,4-triazin-2-yl]phenoxy]-2-methoxy-phenyl]sulfonylamino]cyclopropanecarboxylic acid methyl ester